1,3-dioxo-1,3-dihydro-2H-benzo[f]isoindol-2-yl-2-(4-isobutylphenyl)propanoate (1,3-dioxo-1,3-dihydro-2H-benzo[f]isoindol-2-yl-(4-isobutylphenyl) propionate) O=C1N(C(C=2C=C3C(=CC12)C=CC=C3)=O)C(C(=O)O)(C)C3=CC=C(C=C3)CC(C)C.O=C3N(C(C=1C=C2C(=CC31)C=CC=C2)=O)C(C(=O)O)(C)C2=CC=C(C=C2)CC(C)C